OC(C(C1=CC=C(C=C1)C#C[Si](C)(C)C)NC(OC(C)(C)C)=O)(C)C Tert-butyl (2-hydroxy-2-methyl-1-(4-((trimethylsilyl)ethynyl)phenyl)propyl)carbamate